C(C)(C)(C)OC(=O)N1CCC(CC1)C=1N=NC(=CC1)N 4-(6-amino-pyridazin-3-yl)-piperidine-1-carboxylic acid tert-butyl ester